C(CCCCCCCCC(=O)ON1C(CCCC1(C)C)(C)C)(=O)ON1C(CCCC1(C)C)(C)C bis(2,2,6,6-tetramethylpiperidyl) sebacate